CC1(CCN(CC1)C1=C(C(=O)NC2=CC(=C(C=C2)C)S(=O)(=O)N2CCCCC2)C=CC=N1)C 2-(4,4-dimethylpiperidin-1-yl)-N-(4-methyl-3-(piperidin-1-ylsulfonyl)phenyl)nicotinamide